C1(=CC=CC=C1)C1=NOC(=C1)CO (3-phenylisoxazol-5-yl)methanol